7-(2-{5-[(7R)-7-amino-2-azabicyclo[2.2.1]heptane-2-carbonyl]-7-methoxy-1-methyl-1H-1,3-benzodiazol-2-yl}-1-(cyclopropylmethyl)-1H-indol-6-yl)isoquinolin-2-ium-2-olate N[C@H]1C2N(CC1CC2)C(=O)C2=CC1=C(N(C(=N1)C=1N(C3=CC(=CC=C3C1)C1=CC=C3C=C[N+](=CC3=C1)[O-])CC1CC1)C)C(=C2)OC